(5-((((1r,3r)-3-(4-(tert-butyl)-3,5-difluorophenoxy)cyclobutyl)amino)methyl)-6-fluoroisoquinolin-8-yl)methanol C(C)(C)(C)C1=C(C=C(OC2CC(C2)NCC2=C3C=CN=CC3=C(C=C2F)CO)C=C1F)F